ClC1=C(C=C(C(=C1C(C)=O)Cl)F)C(C)=O 2,4-dichloro-5-fluoro-1,3-diacetylbenzene